methyl-potassium borate B(O)(O)O.C[K]